7H-pyrazolo[3,4-d]pyridazin-7-one N=1N=CC=2C1C(N=NC2)=O